butadiene-4-ol C=CC=CO